O1COC2=C1C=CC(=C2)C=2C(=NC(=CN2)Cl)N2CCC(CC2)CCC(=O)OCC Ethyl 3-(1-(3-(benzo[d][1,3]dioxol-5-yl)-6-chloropyrazin-2-yl)piperidin-4-yl)propanoate